((2-chloro-5-fluorophenyl)amino)-4-(3-fluoro-5-(trifluoromethyl)benzoylamino)thiophene-2-carboxylic acid methyl ester COC(=O)C=1SC=C(C1NC1=C(C=CC(=C1)F)Cl)NC(C1=CC(=CC(=C1)C(F)(F)F)F)=O